6-(3-cyclobutoxypyridin-4-yl)benzo[d]thiazole C1(CCC1)OC=1C=NC=CC1C1=CC2=C(N=CS2)C=C1